N-[2-(tetrahydropyran-2-ylmethoxy)phenyl]bicyclo[2.2.1]hept-5-ene-2-carboxamide O1C(CCCC1)COC1=C(C=CC=C1)NC(=O)C1C2C=CC(C1)C2